23-Hydroxy-triacontanoic acid OC(CCCCCCCCCCCCCCCCCCCCCC(=O)O)CCCCCCC